3-(2-chloroacetamido)-1-benzofuran-2-carboxamide ClCC(=O)NC1=C(OC2=C1C=CC=C2)C(=O)N